1-((1-((tert-butyldimethylsilyl)oxy)cyclopropyl)methyl)piperazine [Si](C)(C)(C(C)(C)C)OC1(CC1)CN1CCNCC1